2,6-di-tert-butyl-4-(1-methoxypyrido[1,2-a]indol-10-yl)phenol C(C)(C)(C)C1=C(C(=CC(=C1)C1=C2N(C3=CC=CC(=C13)OC)C=CC=C2)C(C)(C)C)O